6-butyl-1,6-octadiene C(CCC)C(CCCC=C)=CC